C1=CC(=CC=C1C2=COC3=CC(=CC(=C3C2=O)[O-])O)O The molecule is an organic anion that is the conjugate base of genistein, obtained by selective deprotonation of the 7-hydroxy group. It is a conjugate base of a genistein.